COC=1C=C(C=CC1OC)/C=C/C(=O)NCCC1=CC=C(C=C1)O (E)-3-(3,4-dimethoxyphenyl)-N-[2-(4-hydroxyphenyl)ethyl]2-propenamide